CC=1N=C(SC1C1=NC(=NC=C1)NC1=NC=C(C=C1)N1CCN(CC1)C)SC 4-(4-methyl-2-(methylthio)thiazol-5-yl)-N-(5-(4-methylpiperazin-1-yl)pyridin-2-yl)pyrimidin-2-amine